NC1=NC=2C=C(C(=CC2C2=C1COC2)C(=O)N2[C@@H](COCC2)C=2N=NC(=CC2)OCC)F (4-amino-7-fluoro-1,3-dihydrofuro[3,4-c]quinolin-8-yl)((3R)-3-(6-ethoxy-3-pyridazinyl)-4-morpholinyl)methanone